COC(=O)C1=CC2=C(S1)C=C(C=C2)C 6-methylbenzo[b]thiophene-2-carboxylic acid methyl ester